FC1=C(COC=2C=C3CCC(C3=CC2)N2CC(C2)C(=O)OC)C=CC(=C1)C methyl 1-(5-((2-fluoro-4-methylbenzyl)oxy)-2,3-dihydro-1H-inden-1-yl)azetidine-3-carboxylate